ClC=1C2=C(N=CN1)C1=C(S2)N=C2C(=C1CN(CCOCCOCCOC)C)COC(C2)(C)C N-((4-Chloro-8,8-dimethyl-7,10-dihydro-8H-pyrano[3'',4'':5',6']pyrido[3',2':4,5]thieno[3,2-d]pyrimidin-11-yl)methyl)-2-(2-(2-methoxyethoxy)ethoxy)-N-methylethan-1-amine